ClC=1C(=C(C=CC1)C(/C=C/C1=C(OCCC(=O)O)C=C(C=C1)C(F)(F)F)=O)O 3-[2-[(E)-3-(3-chloro-2-hydroxy-phenyl)-3-oxo-prop-1-enyl]-5-(trifluoromethyl)phenoxy]propionic acid